C1(CCCCC1)COC1=CC=C(C=N1)C1(CCCC1)C#N [6-(cyclohexylmethoxy)-3-pyridinyl]cyclopentanecarbonitrile